N(=[N+]=[N-])CC=1N=C(OC1)C1=CC(=C(C=C1)OC(F)F)OC(C)C 4-azidomethyl-2-(4-difluoromethoxy-3-isopropoxyphenyl)oxazole